N-fluoropyridinium triflate [O-]S(=O)(=O)C(F)(F)F.F[N+]1=CC=CC=C1